(3S)-N-cyclobutyl-5-cyclohexyl-3-{[1-cyclopentyl-5-(2,6-dimethoxyphenyl)-1H-pyrazol-3-yl]formamido}pentanamide C1(CCC1)NC(C[C@H](CCC1CCCCC1)NC(=O)C1=NN(C(=C1)C1=C(C=CC=C1OC)OC)C1CCCC1)=O